1,4-diisocyanatohexane N(=C=O)CCCC(CC)N=C=O